C123C(=CC(CC1)C2)O3 epoxyNorbornen